tris(α-naphthyl)phosphine C1(=CC=CC2=CC=CC=C12)P(C1=CC=CC2=CC=CC=C12)C1=CC=CC2=CC=CC=C12